FC1=CC=C(C=C1)CS(=O)(=O)NC1=NC=C(C=C1)N1C(N(C2=NC(=NC=C2C1)SC)C(C)C)=O (4-fluorophenyl)-N-(5-(1-isopropyl-7-(methylthio)-2-oxo-1,4-dihydropyrimido[4,5-d]pyrimidin-3(2H)-yl)pyridin-2-yl)methanesulfonamide